(R)-(4-isopropoxy-2-methyl-phenyl)-4-oxo-4,5-dihydro-3H-1-thia-3,5,8-triazaacenaphthylene-2-carboxamide C(C)(C)OC1=CC(=C(C=C1)N1C2=C(SC=3N=CC=C(NC1=O)C32)C(=O)N)C